1-(3,6-difluoro-9H-carbazol-9-yl)-3-((4-fluorophenethyl)amino)-2-propanol FC=1C=CC=2N(C3=CC=C(C=C3C2C1)F)CC(CNCCC1=CC=C(C=C1)F)O